COC1=CC=C(C=N1)C(C(=O)N)N1CCN(CC1)CC1=CC=C(C=C1)[N+](=O)[O-] (6-methoxypyridin-3-yl)-2-{4-[(4-nitrophenyl)methyl]piperazin-1-yl}acetamide